COC1=CC=C(COC(=O)C2(CCC=CC2O[Si](CC)(CC)CC)C2=C(C=CC=C2)OC(F)(F)F)C=C1 rac-4-Methoxybenzyl-6-((triethylsilyl)oxy)-2'-(trifluoromethoxy)-3,6-dihydro-[1,1'-biphenyl]-1(2H)-carboxylat